N-[[(2R,5S)-3-oxo-2-(4-phenoxyphenyl)-1,4-thiazepan-5-yl]methyl]pyrazine-2-carboxamide O=C1[C@H](SCC[C@H](N1)CNC(=O)C1=NC=CN=C1)C1=CC=C(C=C1)OC1=CC=CC=C1